1-[(4-benzyl-1,4-oxazepan-2-yl)methyl]piperidin C(C1=CC=CC=C1)N1CC(OCCC1)CN1CCCCC1